tert-butyl (2-chloro-4-(N-(3,3-dimethyl-1-morpholino-1-oxobutan-2-yl)-3-(triisopropylsilyl)propiolamido)phenyl)(cyclopropylmethyl)carbamate ClC1=C(C=CC(=C1)N(C(C#C[Si](C(C)C)(C(C)C)C(C)C)=O)C(C(=O)N1CCOCC1)C(C)(C)C)N(C(OC(C)(C)C)=O)CC1CC1